citrulline carbamate C(N)(O)=O.N[C@@H](CCCNC(=O)N)C(=O)O